[5-(3,5-Dimethoxyphenyl)-1-(2-phenylethyl)-1H-pyrazol-3-yl]methanol COC=1C=C(C=C(C1)OC)C1=CC(=NN1CCC1=CC=CC=C1)CO